OCCNC1=C(C(=C(C=C1)CC)NCCO)[N+](=O)[O-] 1-β-hydroxyethylamino-2-nitro-4-(ethyl)(β-hydroxyethyl)aminobenzene